2-hydroxy-2-methylpropyl-3-oxo-2-(1,2-thiazol-4-yl)-6-[4-(trifluoromethyl)phenyl]-2,3-dihydropyridazine-4-carboxamide OC(CC1=C(C(N(N=C1C1=CC=C(C=C1)C(F)(F)F)C=1C=NSC1)=O)C(=O)N)(C)C